C(C)(C)(C)OC(NC12COC(CC1)(CC2)C=O)=O (1-formyl-2-oxabicyclo[2.2.2]oct-4-yl)carbamic acid tert-butyl ester